tert-Butyl 3-[(3-chlorophenoxy)methyl]pyrrolidine-1-carboxylate ClC=1C=C(OCC2CN(CC2)C(=O)OC(C)(C)C)C=CC1